N-(1-(1-(2,4-bis(trifluoromethyl)phenyl)ethyl)-3-methyl-1H-pyrazol-4-yl)-5-(pyridin-2-yl)isoxazole-3-carboxamide Copper-Cobalt-Zinc-Manganese [Mn].[Zn].[Co].[Cu].FC(C1=C(C=CC(=C1)C(F)(F)F)C(C)N1N=C(C(=C1)NC(=O)C1=NOC(=C1)C1=NC=CC=C1)C)(F)F